O=C1NC(CC[C@H]1NC(=O)C1=CC=C(C=N1)N1CCN(CC1)CC1CCN(CC1)C(=O)OC(C)(C)C)=O |r| tert-Butyl (±)-4-((4-(6-((2,6-dioxopiperidin-3-yl)aminocarbonyl)pyridin-3-yl)piperazin-1-yl)methyl)piperidine-1-carboxylate